N1=CCN(C=C1)NC(=O)[O-] PYRAZINE-4-CARBAMAT